2-chloro-9-(cis-4-methoxycyclohexyl)-7-methyl-7,9-dihydro-8H-purin-8-one ClC1=NC=C2N(C(N(C2=N1)[C@@H]1CC[C@@H](CC1)OC)=O)C